3-(1-hydroxy-2-nitro-propyl)-phenol OC(C(C)[N+](=O)[O-])C=1C=C(C=CC1)O